FC=1C=C(C=NC1)C#CC(=O)O 3-(5-Fluoropyridin-3-yl)prop-2-ynoic acid